(S)-4-(4-acryloyl-2-methylpiperazin-1-yl)-7-(3-chloro-5-methyl-1H-indazol-4-yl)-1-(2-isopropylphenyl)-5,6,7,8-tetrahydropyrido[3,4-d]pyrimidin-2(1H)-one C(C=C)(=O)N1C[C@@H](N(CC1)C=1C2=C(N(C(N1)=O)C1=C(C=CC=C1)C(C)C)CN(CC2)C2=C1C(=NNC1=CC=C2C)Cl)C